CNS(=O)(=O)C1=CC(=C(C=C1)N[C@@H](C)C1=CC=CC=C1)C=1N=CN(C1)C N-methyl-3-(1-methylimidazol-4-yl)-4-[[(1S)-1-phenylethyl]amino]benzenesulfonamide